ClC1=C(C(=CC(=C1)Cl)Cl)OC(=O)C1=C(C2=C(C([C@@]3([C@@H](CC(C=C3OC)=O)C)O2)=O)C(=C1)OCCOC1OCCCC1)Cl (2S,5'R)-7-chloro-1'-methoxy-5'-methyl-3,3'-dioxo-4-(2-tetrahydropyran-2-yloxyethoxy)spiro[benzofuran-2,6'-cyclohexene]-6-carboxylic acid (2,4,6-trichlorophenyl) ester